CC1=C(C(=CC=C1)C)C=1C=C(C=CC1OC)C=1NC(=C([N+]1[O-])C(=O)NC1=CC(=CC=C1)C(=O)N1CCN(CC1)C)C 2-[3-(2,6-dimethylphenyl)-4-methoxy-phenyl]-5-methyl-N-[3-(4-methylpiperazine-1-carbonyl)phenyl]-3-oxido-1H-imidazol-3-ium-4-carboxamide